2-((benzyloxy)methyl)-4-hydroxytetrahydrofuran-2-carbonitrile C(C1=CC=CC=C1)OCC1(OCC(C1)O)C#N